lactosyl-β-propylchloride C1([C@H](O)[C@@H](O)[C@H](O[C@H]2[C@H](O)[C@@H](O)[C@@H](O)[C@H](O2)CO)[C@H](O1)CO)CC(C)Cl